COC1=C(C=CC=C1)C=1OC2=C(N1)C=CC(=C2)F 2-(2-methoxyphenyl)-6-fluoro-benzoxazole